2-[(3,4-Dimethoxyphenyl)-(4-piperidylidene)methyl]pyridine COC=1C=C(C=CC1OC)C(C1=NC=CC=C1)=C1CCNCC1